3-(2-(5-(3-bromobenzylidene)-3-(4-methoxyphenyl)-4-oxothiazolidine-2-ylidene)hydrazono)-5-methylindol-2-one BrC=1C=C(C=C2C(N(C(S2)=NN=C2C(NC3=CC=C(C=C23)C)=O)C2=CC=C(C=C2)OC)=O)C=CC1